(3R)-3-methyl-4-(propan-2-yl)piperazin C[C@@H]1CNCCN1C(C)C